3-methyl-3,4-dihydro-2,6-naphthyridine CC1N=CC2=CC=NC=C2C1